C1(=CC=CC=C1)NC=1N=C(C2=C(N1)NC=C2)C2=CC=C(C=C2)NS(=O)(=O)CC N-(4-(2-(phenylamino)-7H-pyrrolo[2,3-d]pyrimidin-4-yl)phenyl)ethanesulfonamide